3'-((2-chloro-5,6,7,8-tetrahydropyrido[4,3-d]pyrimidin-4-yl)oxy)-11',12'-dihydrospiro[cyclobutane-1,10'-[1,4]diazepino[5',6':4,5]thieno[3,2-f]quinoxalin]-8'(9'H)-one ClC=1N=C(C2=C(N1)CCNC2)OC2=NC=1C=CC3=C(C1N=C2)C2=C(S3)C(NC3(CN2)CCC3)=O